2-isopropyl-4-methyl-thiazole C(C)(C)C=1SC=C(N1)C